C(CCCC=C)OC1=CC=C(C(=O)OC2=C(C=C(C=C2)OC(C2=CC=C(C=C2)OCCCCC=C)=O)C)C=C1 2-Methyl-1,4-phenylene bis(4-(hex-5-enyloxy)benzoate)